dicyclohexyl disulphide C1(CCCCC1)SSC1CCCCC1